[Na].[V] vanadium sodium salt